CN(CCCNC)C 3-(dimethylamino)-N-methylpropylamine